C(#N)CN1N=CC(=C1)C(=O)O 1-(cyanomethyl)-1H-pyrazole-4-carboxylic acid